4-Fluoro-3-(1,2,5,6-tetrahydropyridin-3-yl)-1H-indole-7-carbonitrile FC1=C2C(=CNC2=C(C=C1)C#N)C=1CNCCC1